(R)-4-bromo-5-(2-(dimethylamino)ethoxy)-N-(1-(3-(1-ethyl-1H-pyrazol-3-yl)-5-(1-methyl-1H-pyrazol-4-yl)phenyl)ethyl)-2-methylbenzamide BrC1=CC(=C(C(=O)N[C@H](C)C2=CC(=CC(=C2)C=2C=NN(C2)C)C2=NN(C=C2)CC)C=C1OCCN(C)C)C